propyl-3-butylimidazole C(CC)C1=NC=CN1CCCC